2-((5-Chloro-3-(2,2-difluoroethoxy)pyridin-2-yl)oxy)-9-methyl-N-(4-methyl-1,1-dioxidotetrahydro-2H-thiopyran-4-yl)-9H-purine-8-carboxamide ClC=1C=C(C(=NC1)OC1=NC=C2N=C(N(C2=N1)C)C(=O)NC1(CCS(CC1)(=O)=O)C)OCC(F)F